FC1=CC=C(OCC2N(C3CC(C2)C3)C(=O)C3=C(C=CC(=C3)C)N3N=CC=N3)C=C1 3-(4-fluorophenoxymethyl)-2-{[5-methyl-2-(2H-1,2,3-triazol-2-yl)phenyl]carbonyl}-2-azabicyclo[3.1.1]heptane